ClC1=C(C=CC=C1C1=C(C(=NC=C1)C1=CC(=C(C=C1)C=O)OC)Cl)C1=CC=C(C(=N1)OC)CN(C(OC(C)(C)C)=O)C[C@H]1NC(CC1)=O tert-butyl (S)-((6-(2-chloro-3-(3-chloro-2-(4-formyl-3-methoxyphenyl)pyridin-4-yl)phenyl)-2-methoxypyridin-3-yl)methyl)((5-oxopyrrolidin-2-yl)methyl)carbamate